C(C#C)N=C=NC1=CC=C(C=C1)OC N-propargyl-N'-p-methoxyphenylcarbodiimide